(2S,4R)-1-(2-(4-amino-5-(1H-pyrrol-2-yl)-7H-pyrrolo[2,3-d]pyrimidin-7-yl)acetyl)-N-(3-chloro-2-fluorophenylmethyl)-4-fluoropyrrolidine-2-carboxamide NC=1C2=C(N=CN1)N(C=C2C=2NC=CC2)CC(=O)N2[C@@H](C[C@H](C2)F)C(=O)NCC2=C(C(=CC=C2)Cl)F